2-oxo-2-(2,4,6-trimethoxyanilino)acetic acid O=C(C(=O)O)NC1=C(C=C(C=C1OC)OC)OC